C(C)(=O)N1C(C(C2=CC=CC=C12)=O)(C1=CC(=CC=C1)OC)O 1-acetyl-2-hydroxy-2-(3-methoxyphenyl)indol-3-one